COC=1C=C(C=CC1OC)C=1OC(=CN1)C (3,4-dimethoxyphenyl)-5-methyl-oxazole